N=1N(N=C2C1C=CC=C2)C2=C(NCC1=CC=CC=C1)C=CC=C2 2-(2H-1,2,3-benzotriazol-2-yl)-N-benzylaniline